C=1C(=CN2C=CC=CC12)C(C)=O 1-(indolizin-2-yl)ethanone